ClC=1C=C(C2=C(C(OC(=N2)C=2N(N=C(C2)C(F)(F)F)C2=CCCCC2)=O)C1)C 6-chloro-2-[2-(cyclohexen-1-yl)-5-(trifluoromethyl)pyrazol-3-yl]-8-methyl-3,1-benzoxazin-4-one